CC(CC)CCCC(CCC)C 3,7-dimethyl-decane